3-nitro-4-([[(1r,4r)-4-hydroxy-4-methylcyclohexyl]methyl]amino)benzenesulfonamide [N+](=O)([O-])C=1C=C(C=CC1NCC1CCC(CC1)(C)O)S(=O)(=O)N